CC=1C=C(C=C(C1N)C)C1=CC(=C(C(=C1)C)N)C 3,3',5,5'-Tetramethylbiphenyl-4,4'-diamine